BrC=1C=C(C=CC1)C1(CC(C1)C(=O)OC)F methyl 3-(3-bromophenyl)-3-fluorocyclobutane-1-carboxylate